FC1=C(C(=CC2=CC(=C(C=C12)OCCC1(CC1)C)O)O)N1CC(NS1(=O)=O)=O 5-{1-fluoro-3,6-dihydroxy-7-[2-(1-methylcyclopropyl)ethoxy]naphthalen-2-yl}-1λ6,2,5-thiadiazolidine-1,1,3-trione